2-methyl-2-benzyl-1,3-dioxolane-4-methanol propionate C(CC)(=O)OCC1OC(OC1)(CC1=CC=CC=C1)C